(7-chlorochroman-4-yl)-2-methylpropan-2-sulfinamide ClC1=CC=C2C(CCOC2=C1)CC(C)(S(=O)N)C